O1COC2=C1C=CC(=C2)O[C@@H]2CN(CC2)CC(=O)N2[C@@H](CCC2)C#N (S)-1-(2-((S)-3-(benzo[d][1,3]dioxol-5-yloxy)pyrrolidin-1-yl)acetyl)pyrrolidine-2-carbonitrile